C=CC=C 1-buteneene